C(C)(C)(C)OC(=O)NCCC(C(C(=O)OCC1=CC=CC=C1)NC(=O)OC1=CC=CC=C1)(C)C Benzyl 5-((tert-butoxycarbonyl)amino)-3,3-dimethyl-2-((phenoxycarbonyl)amino)pentanoate